methyl 3-[[4-chloro-6-[2-(isopropoxymethyl)-6-methyl-phenyl]-5-methyl-pyrimidin-2-yl]sulfamoyl]benzoate ClC1=NC(=NC(=C1C)C1=C(C=CC=C1C)COC(C)C)NS(=O)(=O)C=1C=C(C(=O)OC)C=CC1